2-[4-[[4-[[2-(6-methyl-2-pyridyl)pyrimidin-4-yl]amino]pyrimidin-2-yl]amino]anilino]ethanol CC1=CC=CC(=N1)C1=NC=CC(=N1)NC1=NC(=NC=C1)NC1=CC=C(NCCO)C=C1